4-(((4S,5R)-2-((4-chloro-2-cyanophenyl)sulfonyl)-9-methyl-6-oxa-2,9-diazaspiro[4.5]Dec-4-yl)oxy)-2-fluorobenzonitrile ClC1=CC(=C(C=C1)S(=O)(=O)N1C[C@]2([C@H](C1)OC1=CC(=C(C#N)C=C1)F)OCCN(C2)C)C#N